(trifluoromethyl)indol-2,2-d2-3-ol FC(F)(F)C=1C2=C(C(N=C2C=CC1)([2H])[2H])O